di-tert-butyl 6-formyl-7-methyl-3,4-dihydro-1H-spiro[1,8-naphthyridine-2,3'-pyrrolidine]-1,1'-dicarboxylate C(=O)C=1C=C2CCC3(CN(CC3)C(=O)OC(C)(C)C)N(C2=NC1C)C(=O)OC(C)(C)C